C(CCCCCCC)C(COC(CCCCCN)=O)CCCCCCCCCC 2-octyldodecyl-6-aminocaproate